ClC=1C(=C(OC(/C=C/C(=O)C2=CC=C(C=C2)F)(C)C)C(=CC1)F)F (E)-4-(3-chloro-2,6-difluorophenoxy)-1-(4-fluorophenyl)-4-methyl-pent-2-en-1-one